1-Ethyl-2-[[3-ethyl-5-(3-methyl-2(3H)-benzothiazolylidene)-4-oxo-2-thiazolidinylidene]methyl]-pyridinium chloride [Cl-].C(C)[N+]1=C(C=CC=C1)C=C1SC(C(N1CC)=O)=C1SC2=C(N1C)C=CC=C2